COC1=CC=C(C=C1)COC1=CC=C(C=N1)C(=O)O 6-[(4-methoxyphenyl)methoxy]pyridine-3-carboxylic acid